C(C1=CC=CC=C1)N1CC2C(CC1)CCN2C=2C(N(C(=NN2)C2=C(C=C(C=C2)OC(F)(F)F)OCC2=CC=CC=C2)C)=O 6-(6-Benzyl-3,3a,4,5,7,7a-hexahydro-2H-pyrrolo[2,3-c]pyridin-1-yl)-3-[2-benzyloxy-4-(trifluoromethoxy)phenyl]-4-methyl-1,2,4-triazin-5-one